ascorbic acid dicaprate OC(=O)CCCCCCCCC.OC(=O)CCCCCCCCC.O=C1C(O)=C(O)[C@H](O1)[C@@H](O)CO